5-[6-(difluoromethoxy)pyridin-3-yl]-7-{(1S)-1-[1-(2-fluorophenyl)-1H-1,2,3-triazol-4-yl]propyl}-7H-pyrrolo[2,3-d]pyrimidin-4-amine FC(OC1=CC=C(C=N1)C1=CN(C=2N=CN=C(C21)N)[C@@H](CC)C=2N=NN(C2)C2=C(C=CC=C2)F)F